ClC1=CC2=C(C=N1)COC2=O 6-chlorofuro[3,4-c]pyridin-1(3H)-one